BrC1=CC=CC(=N1)C(=O)NC1=C(C=C(C=C1)C#N)F 6-bromo-N-(4-cyano-2-fluorophenyl)picolinamide